F[C@H]1CNCCC1C1=CC2=C(N(C(N2C)=O)C2C(N(C(CC2)=O)CC2=CC=C(C=C2)OC)=O)C=C1 3-[5-[(3R)-3-fluoro-4-piperidyl]-3-methyl-2-oxo-benzimidazol-1-yl]-1-[(4-methoxyphenyl)methyl]piperidine-2,6-dione